C(C)N1C(=CC=2C1=NC=CC2)C(=O)O 1-Ethyl-1H-pyrrolo[2,3-b]pyridine-2-carboxylic acid